N1=C(C(=C2N1CCCC2)C(=O)O)C(=O)O.[Pt+2] platinum (II) 4,5,6,7-tetrahydropyrazolo[1,5-a]pyridine-2,3-dicarboxylic acid